C1=CC=C(C=C1)C(=O)C=CC2=CC=CC=C2F fluorochalcone